1-(3-bromophenyl)cyclopropane-1-carboximidamide BrC=1C=C(C=CC1)C1(CC1)C(N)=N